tert-butyl 2-(2-(2-isopropylphenyl)-6-oxo-4-(3-phenylcyclopentyl) piperazin-1-yl)-7-azaspiro[3.5]nonane-7-carboxylate C(C)(C)C1=C(C=CC=C1)C1N(C(CN(C1)C1CC(CC1)C1=CC=CC=C1)=O)C1CC2(C1)CCN(CC2)C(=O)OC(C)(C)C